COC([C@@H](C)OC1CCN(CC1)C(=O)OC(C)(C)C)=O (R)-Tert-butyl 4-((1-methoxy-1-oxopropan-2-yl)oxy)piperidine-1-carboxylate